CC1(OC2=CC(=C3C(=C2C2C1CCC(=C2)C)OC(OC3=O)(CC(C)=O)C3=CC=C(C(=O)[O-])C=C3)CCCCC)C 4-(8,8,11-Trimethyl-4-oxo-2-(2-oxopropyl)-5-pentyl-8a,9,10,12a-tetrahydro-4H,8H-benzo[c][1,3]dioxino[4,5-f]chromen-2-yl)benzoat